C(OCCNC(CO\N=C/1\C(C=2C(=NC=NC2C2=C1C=C(C=C2)OC)N)(C)C)=O)(OC(C)(C)C)=O 2-[[2-[(Z)-(4-amino-8-methoxy-5,5-dimethyl-benzo[h]quinazolin-6-ylidene)amino]oxyacetyl]amino]ethyl tert-butyl carbonate